FC=1C=C(C=C2C3(C(N(C12)CC1=CC=C(C=C1)OC)=O)CC3)C3NCC(CC3)C 7'-fluoro-1'-(4-methoxybenzyl)-5'-(5-methylpiperidin-2-yl)spiro[cyclopropane-1,3'-indolin]-2'-one